FC1=C(C=C(C=C1)F)[C@@H]1N(CCC1)C1=NC=2N(C=C1)N=CC2NC(=O)N2C[C@H](CC2)O (3S)-N-{5-[(2R)-2-(2,5-difluorophenyl)pyrrolidin-1-yl]pyrazolo[1,5-a]pyrimidin-3-yl}-3-hydroxypyrrolidine-1-carboxamide